BrC1=C2C=3CC4(OCCO4)CC(C3N(C2=C(C(=C1)Cl)Cl)C)CC(=O)OCC ethyl 2-(5-bromo-7,8-dichloro-9-methyl-1,2,4,9-tetrahydrospiro[carbazole-3,2'-[1,3]dioxolan]-1-yl)acetate